COC1=CC=C(C=N1)S(=O)(=O)C1=CC=C(C=C1)NC(NCC=1C=NC=CC1)=O 3-[4-(6-methoxypyridine-3-sulfonyl)phenyl]-1-(pyridin-3-ylmethyl)urea